4-{4-[7-(aminocarbonyl)-2H-indazole-2-yl]phenyl}piperidinium NC(=O)C1=CC=CC2=CN(N=C12)C1=CC=C(C=C1)C1CC[NH2+]CC1